6-((1R,6R)-6-aminocyclohex-3-en-1-yl-2,2,3,4,5,5-d6)-7-bromo-2-chloro-N-(thiophen-2-ylmethyl)thieno[3,2-d]pyrimidin-4-amine N[C@@H]1C(C(=C(C([C@H]1C1=C(C=2N=C(N=C(C2S1)NCC=1SC=CC1)Cl)Br)([2H])[2H])[2H])[2H])([2H])[2H]